C(C)C=1C=C(C(=NC1)N1CCN(CC1)C(=O)C1=CC=C(C=C1)C1(C(NC(N1)=O)=O)CCC)C 5-{4-[4-(5-ethyl-3-methylpyridin-2-yl)piperazine-1-carbonyl]phenyl}-5-propylimidazolidine-2,4-dione